FC=1C=C(C=CC1)N1N=CC(=C1C(F)(F)F)C(=O)N[C@H]1C[C@H](CCC1)NC1=CC(=NC2=CC=CC=C12)C(F)(F)F 1-(3-fluorophenyl)-5-(trifluoromethyl)-N-[(1r,3s)-3-{[2-(trifluoromethyl)quinolin-4-yl]amino}cyclohexyl]-1H-pyrazole-4-carboxamide